(+/-)-[2-(3,5-difluoro-4-{[3-(4-methoxyphenyl)-1H-pyrrolo[2,3-b]pyridin-4-yl]oxy}anilino)-5-methyl-5,6-dihydro-4H-1,3-oxazin-5-yl]methanol FC=1C=C(NC=2OC[C@@](CN2)(C)CO)C=C(C1OC1=C2C(=NC=C1)NC=C2C2=CC=C(C=C2)OC)F |r|